FC1=CC=C(C=N1)OC1CC(C1)C(=O)NC1=CC(=C(C=C1)OC1=NC=CN=C1)C 3-((6-fluoropyridin-3-yl)oxy)-N-(3-methyl-4-(pyrazin-2-yloxy)phenyl)cyclobutane-1-carboxamide